4-methyl-3-nitro-phenol CC1=C(C=C(C=C1)O)[N+](=O)[O-]